N,N'-bis-(3-aminopropyl)ethylenediamine NCCCNCCNCCCN